[1-[3-amino-6-(2-hydroxyphenyl)pyridazin-4-yl]-4-phenyl-4-piperidyl]-(2,6-diazaspiro[3.3]heptan-2-yl)methanone NC=1N=NC(=CC1N1CCC(CC1)(C1=CC=CC=C1)C(=O)N1CC2(C1)CNC2)C2=C(C=CC=C2)O